(R)-2-(4-(2-Ethyl-5-(3-methylisoxazol-5-yl)pyrimidin-4-yl)azepan-1-yl)-1-morpholinoethan-1-one C(C)C1=NC=C(C(=N1)[C@H]1CCN(CCC1)CC(=O)N1CCOCC1)C1=CC(=NO1)C